FC(OC1=NC=C(C=C1)N=C=S)F 2-(difluoromethoxy)-5-isothiocyanatopyridine